O.P(=O)(OC=1CC(C=CC1)=S(=O)=O)(OC=1CC(C=CC1)=S(=O)=O)OC=1CC(C=CC1)=S(=O)=O.[Na].[Na].[Na] trisodium tris(3-sulfonylphenyl) phosphate hydrate